FC1=C(OCC(=O)N2CC3N(C(C4=C(NC3=O)C=CC(=C4)C4=CC(=CC=C4)C(F)(F)F)=O)CC2)C=CC(=C1)OC(F)(F)F 2-(2-(2-fluoro-4-(trifluoromethoxy)phenoxy)acetyl)-8-(3-(trifluoromethyl)phenyl)-1,3,4,12a-tetrahydrobenzo[e]pyrazino[1,2-a][1,4]diazepine-6,12(2H,11H)-dione